sodium hydroxid [OH-].[Na+]